2-phenyl-Oxazol-5(4H)-one C1(=CC=CC=C1)C=1OC(CN1)=O